[N+](=O)(O)[O-].NC(CC)C1=NC=CN1C 1-aminopropyl-3-methylimidazole nitrate salt